1-pentanol-13C2 [13CH2]([13CH2]CCC)O